1-(4-(4-(benzylthio)phenoxy)-4-methylpiperidin-1-yl)-2,2,2-trifluoroethan-1-one C(C1=CC=CC=C1)SC1=CC=C(OC2(CCN(CC2)C(C(F)(F)F)=O)C)C=C1